C(#N)C1CN(C1)C=1OC(=C(N1)C(=O)NC1=CC(=C(C=C1)OC1C(CCC1)(F)F)F)CC(F)(F)F 2-(3-cyanoazetidin-1-yl)-N-{4-[(2,2-difluorocyclopentyl)oxy]-3-fluorophenyl}-5-(2,2,2-trifluoroethyl)-1,3-oxazole-4-carboxamide